F[P-](F)(F)(F)(F)F.C1(=CC=CC=C1)[N+]#N benzenediazonium Hexafluorophosphate